ClC1=CC=C(C=C1)[C@@]1(N(C(C2=CC(=CC(=C12)F)[C@](CC)(C1CCN(CC1)C)O)=O)CC1=CC=C(C#N)C=C1)O[C@@H]1C[C@@H](C1)O 4-{[(1R)-1-(4-chlorophenyl)-7-fluoro-5-[(1S)-1-hydroxy-1-(1-methylpiperidin-4-yl)propyl]-3-oxo-1-[cis-3-hydroxycyclobutoxy]-2,3-dihydro-1H-isoindol-2-yl]methyl}benzonitrile